Diazobenzenesulfonic acid C1=CC(=CC=C1[N+]#N)S(=O)(=O)O